Methylspiro[cyclohexane-1,4'-isochroman]-3-ol CC1OCC2(C3=CC=CC=C13)CC(CCC2)O